1-Methyl-2-(6-trifluoromethoxy-benzothiazol-2-ylamino)-1H-benzimidazole-5-carboxylic acid (2-oxo-2-pyrrolidin-1-yl-ethyl)-amide O=C(CNC(=O)C1=CC2=C(N(C(=N2)NC=2SC3=C(N2)C=CC(=C3)OC(F)(F)F)C)C=C1)N1CCCC1